CN(C=1C=C(CN(C2=CC(=NC=C2)CN2C(CNC(C2)=O)=O)CC2=CC(=CC=C2)OC)C=CC1)C 1-((4-((3-(dimethylamino)benzyl)(3-methoxybenzyl)amino)pyridin-2-yl)methyl)piperazine-2,5-dione